CC(C)(C)OC(=O)N(C=1C(N(C2=C3C=CC=NC3=C(C=C2C1C=1C2=CN(N=C2C(=CC1)F)C1OCCCC1)Br)C(=O)OC(C)(C)C)=O)C(=O)OC(C)(C)C tert-butyl 3-[bis[(2-methylpropan-2-yl)oxycarbonyl]amino]-6-bromo-4-[7-fluoro-2-(oxan-2-yl)indazol-4-yl]-2-oxo-1,7-phenanthroline-1-carboxylate